ClC1=C2C(NC=N1)=NC=C2 4-chloro-1H-pyrrolo[2,3-d]Pyrimidine